C(C1=CC=CC=C1)N1CCCN(CCCN(CCC1)CC=1C(=C(C=C(C1)C)C(=O)NCP(O)(O)=O)O)CC=1C(=C(C=C(C1)C)C(=O)NCP(O)(O)=O)O {(9-benzyl-1,5,9-triazacyclododecane-1,5-diyl)bis[methylene(2-hydroxy-5-methyl-3,1-phenylene)carbonylazanediylmethylene]}bis(phosphonic acid)